methyl 6-(4-(5-(3,4-dichlorophenyl)-7,7-dimethyl-6,7-dihydro-5H-pyrrolo[2,3-b]pyrazine-2-carbonyl)-3,3-dimethylpiperazin-1-yl)-2,4-dimethylnicotinate ClC=1C=C(C=CC1Cl)N1CC(C=2C1=NC=C(N2)C(=O)N2C(CN(CC2)C2=NC(=C(C(=O)OC)C(=C2)C)C)(C)C)(C)C